C1CCC2=C(C=3CCCC3C=C12)NC(=O)N=[S@](=O)(N)C=1SC(=CC1)[C@H]1NCCC1 (R)-N'-((1,2,3,5,6,7-hexahydro-s-indacen-4-yl)carbamoyl)-5-((S)-pyrrolidin-2-yl)thiophene-2-sulfonimidamide